N-(4-(4-((2-(2,6-dioxopiperidin-3-yl)benzyl)(methyl)amino)piperidin-1-yl)-3-(trifluoromethyl)phenyl)-3-(imidazo[1,2-b]pyridazin-3-ylethynyl)-4-methylbenzamide O=C1NC(CCC1C1=C(CN(C2CCN(CC2)C2=C(C=C(C=C2)NC(C2=CC(=C(C=C2)C)C#CC2=CN=C3N2N=CC=C3)=O)C(F)(F)F)C)C=CC=C1)=O